yttrium tris(dipivaloylmethane) C(C(C)(C)C)(=O)CC(C(C)(C)C)=O.C(C(C)(C)C)(=O)CC(C(C)(C)C)=O.C(C(C)(C)C)(=O)CC(C(C)(C)C)=O.[Y]